N1(N=NC=C1)C[C@H]1CN(C(O1)=O)C1=CC(=C(C(=C1)F)N1[C@H]2CSC[C@@H]1CC2)F (R)-5-((1H-1,2,3-triazol-1-yl)methyl)-3-(4-((1R,5S)-3-thia-8-azabicyclo[3.2.1]oct-8-yl)-3,5-difluorophenyl)oxazolidin-2-one